C(C=C)(=O)OC(COCC)(Cl)Cl 1,1-dichloro-2-ethoxyethyl acrylate